C(C(C)C)OC(C(C)C1=C(C=CC=C1)N(C(=O)OCC(C)C)C(C)C)=O.[Si](C)(C)(C(C)(C)C)OC1=C(C=CC=C1)C1=C2C(=CN=C1)SC(=C2)NC(CCN2C(C1=CC=CC=C1C2=O)=O)=O 4-((tert-Butyldimethylsilanyloxy)phenyl)-3-(1,3-dioxoisoindolin-2-yl)-N-(thieno[2,3-c]pyridin-2-yl)propanamide isobutyl-2-(2-(isopropyl(isobutoxycarbonyl)amino)phenyl)propanoate